NC1=C(C=C(C=N1)NC(C(N1[C@H](CC[C@@H](C1)C)C=1C=CC2=C(N=C(S2)[C@H]2CN(CC(C2)(C)C)C)C1)=O)=O)CC N-(6-amino-5-ethyl-3-pyridyl)-2-oxo-2-[(2R,5S)-5-methyl-2-[2-[(3R)-1,5,5-trimethyl-3-piperidyl]-1,3-benzothiazol-5-yl]-1-piperidyl]acetamide